2,4,5-trichlorobenzenesulfonic acid ClC1=C(C=C(C(=C1)Cl)Cl)S(=O)(=O)O